C(CN1C(=NC2=C1C=CC(=C2OC)C(N)=O)C2=C(C(=O)O)C=CC=C2F)N2C(=NC1=C2C=CC(=C1OC)C(N)=O)C1=C(C(=O)O)C=CC=C1F 10-2,2'-(Ethane-1,2-diylbis(5-carbamoyl-4-methoxy-1H-benzo[d]imidazole-1,2-diyl))bis(3-fluorobenzoic acid)